C(#N)C=1C=CC(=NC1)N1CCN(CC1)C(=O)C1=C(CCN(C1)C(=O)OC(C)(C)C)F tert-butyl 5-(4-(5-cyanopyridin-2-yl)piperazine-1-carbonyl)-4-fluoro-3,6-dihydropyridine-1(2H)-carboxylate